1-(2-(3-aminopropyl)-4-fluorophenyl)-3-(2-bromo-6-methoxypyridin-3-yl)-6-(trifluoromethyl)-2,3-dihydropyrido[2,3-d]pyrimidin-4(1H)-one, hydrochloride salt Cl.NCCCC1=C(C=CC(=C1)F)N1CN(C(C2=C1N=CC(=C2)C(F)(F)F)=O)C=2C(=NC(=CC2)OC)Br